C(C)(C)[C@H]1N=C([C@@H](N=C1OC)CC1=CC=C(C=2N1C=CN2)C2=NC(=C(C=C2C)C)C)OC 5-(((2S,5R)-5-isopropyl-3,6-dimethoxy-2,5-dihydropyrazin-2-yl)methyl)-8-(3,5,6-trimethylpyridin-2-yl)imidazo[1,2-a]pyridine